3-acetylthio-1-hexanal C(C)(=O)SC(CC=O)CCC